6-(6-ethoxypyridin-3-yl)-N-(3-(1-hydroxyethyl)phenethyl)pyrazine-2-carboxamide C(C)OC1=CC=C(C=N1)C1=CN=CC(=N1)C(=O)NCCC1=CC(=CC=C1)C(C)O